5-oxo-3-(trifluoromethyl)-3b,4,4a,5-tetrahydro-1H-cyclopropa[3,4]cyclopenta[1,2-c]pyrazol-1-ylacetic acid O=C1C2C(C3=C1N(N=C3C(F)(F)F)CC(=O)O)C2